(2R)-1-[[2-[2-[tert-butyl(dimethyl)silyl]oxyethyl]-4-iodo-5-methyl-pyrazol-3-yl]methyl-ethyl-amino]propan-2-ol [Si](C)(C)(C(C)(C)C)OCCN1N=C(C(=C1CN(C[C@@H](C)O)CC)I)C